9-methyl-1,2,3,4-tetrahydrofluorenyl-titanium trichloride [Cl-].[Cl-].[Cl-].CC1C2=CC=CC=C2C=2CCCC(C12)[Ti+3]